C1(CC1)C=1C=C(C=C2C(=NNC12)I)F 7-Cyclopropyl-5-fluoro-3-iodo-1H-indazole